CSC1=CC=C(C=N1)OCCCN1CCOCC1 4-(3-((6-(Methylthio)pyridin-3-yl)oxy)propyl)morpholine